8-azaspiro[4.5]decane-8-carboxylate C1CCCC12CCN(CC2)C(=O)[O-]